C1(CC1)CN1CCC(CC1)C1=CC=NO1 5-(1-(cyclopropylmethyl)piperidin-4-yl)isoxazol